C(=C\C1=CC=CC=C1)/C1=C(C(=NN1)C(F)(F)F)C#N (E)-5-styryl-3-(trifluoromethyl)-1H-pyrazole-4-carbonitrile